ClC1=CC=C(C(=N1)C(=O)O)N[C@H](C)C1=C2N=C(C(=NC2=CC(=C1)C)C#N)N1C[C@H](CC1)F 6-chloro-3-(((R)-1-(2-cyano-3-((S)-3-fluoropyrrolidin-1-yl)-7-methylquinoxalin-5-yl)ethyl)amino)picolinic acid